6-bromo-7-methoxy-1-(4-methoxyphenyl)-1H-benzo[d]Imidazole BrC=1C=CC2=C(N(C=N2)C2=CC=C(C=C2)OC)C1OC